FC=1C=C2NC(C=3N(C2=C(C1C=1C=CC=C2C=CNC12)F)C(=NN3)C)(C)C 7,9-difluoro-8-(1H-indol-7-yl)-1,4,4-trimethyl-5H-[1,2,4]triazolo[4,3-a]quinoxaline